C[NH+](C)CCC N,N-dimethyl-1-propylaminium